3-isopropyl-1-[4-(trifluoromethyl)phenyl]indole-5-carboxylic acid methyl ester COC(=O)C=1C=C2C(=CN(C2=CC1)C1=CC=C(C=C1)C(F)(F)F)C(C)C